ClC=1C=C2C=C(NC2=CC1)CNC(N(C)C1CN(CCC1)C(=O)C1C(C1)F)=O 3-[(5-chloro-1H-indol-2-yl)methyl]-1-[1-(2-fluorocyclopropanecarbonyl)piperidin-3-yl]-1-methylurea